BrC1=C(N=C(C=2N1N=C(C2)C(=O)OCC)N2CCC(CC2)(C)NC(=O)OC(C)(C)C)C ethyl 7-bromo-4-(4-{[(tert-butoxy) carbonyl]amino}-4-methylpiperidin-1-yl)-6-methylpyrazolo[1,5-a]pyrazine-2-carboxylate